N-(2-(benzo[d][1,3]dioxol-5-yl)ethyl)-1-(5-fluoropyridin-2-yl)-5-hydroxy-1H-pyrazole-3-carboxamide O1COC2=C1C=CC(=C2)CCNC(=O)C2=NN(C(=C2)O)C2=NC=C(C=C2)F